3-(4-(4-(4-(3-(1-benzylpiperidin-4-yl)propionyl)phenyl)piperidin-1-yl)butyl)-1H-indole-5-carbonitrile C(C1=CC=CC=C1)N1CCC(CC1)CCC(=O)C1=CC=C(C=C1)C1CCN(CC1)CCCCC1=CNC2=CC=C(C=C12)C#N